C1(CC1)NS(=O)(=O)CCNC1=NC(N(C2=CC(=CC=C12)C(F)(F)F)C1=C(C=CC=C1)C)=O N-cyclopropyl-2-((2-oxo-1-(o-tolyl)-7-(trifluoromethyl)-1,2-dihydroquinazolin-4-yl)amino)ethane-1-sulfonamide